CN1N=CC=C1C1=CC=C(C2=C1OCCO2)NC=2N=CC1=C(N2)NC=C1C#N 2-((8-(1-methyl-1H-pyrazol-5-yl)-2,3-dihydrobenzo[b][1,4]dioxin-5-yl)amino)-7H-pyrrolo[2,3-d]pyrimidine-5-carbonitrile